FC1=C(CN[C@@H]2[C@H](CCCC2)CC=2C=C3CN(C(C3=CC2)=O)C2C(NC(CC2)=O)=O)C=C(C=C1)F 3-(5-(((1R,2S)-2-((2,5-difluorobenzyl)amino)cyclohexyl)methyl)-1-oxoisoindolin-2-yl)piperidine-2,6-dione